N1CCC(CC1)CN1CC2(CN(C2)C2=CC=C(C=N2)N2C(CCCC2=O)=O)CC1 (6-(6-(piperidin-4-ylmethyl)-2,6-diazaspiro[3.4]oct-2-yl)pyridin-3-yl)piperidine-2,6-dione